(S)-4-((2-Hydroxyethyl)sulfonamido)-N-(6-methyl-2-(2-methylmorpholino)pyrimidin-4-yl)-2-(6-azaspiro[2.5]octan-6-yl)benzamide OCCS(=O)(=O)NC1=CC(=C(C(=O)NC2=NC(=NC(=C2)C)N2C[C@@H](OCC2)C)C=C1)N1CCC2(CC2)CC1